[Zn].NC1=C2NC(=C1N)C=C1C=CC(=N1)C=C1C=CC(N1)=CC=1C=CC(N1)=C2 2,3-diaminoporphyrin zinc